(2-(p-tolyl)ethene-1,1,2-triyl)tribenzene CC1=CC=C(C=C1)C(=C(C2=CC=CC=C2)C3=CC=CC=C3)C4=CC=CC=C4